perfluoro-n-pentyl vinyl ether C(=C)OC(C(C(C(C(F)(F)F)(F)F)(F)F)(F)F)(F)F